ethyl-3-((imidazo[1,2-a]pyridine-8-carboxamido)methyl)-5-(thiazol-4-ylmethyl)-4,5-dihydroisoxazole C(C)C1C(=NOC1CC=1N=CSC1)CNC(=O)C=1C=2N(C=CC1)C=CN2